6-(tert-butyl)-N-(m-tolyl)dibenzo[b,d]Furan-4-amine C(C)(C)(C)C1=CC=CC=2C3=C(OC21)C(=CC=C3)NC=3C=C(C=CC3)C